C[C@@]12[C@H]([C@@H]([C@@H]([C@H]1[C@@H]1CCC=3C=C(C=CC3[C@H]1CC2)O)O)O)O (15α,16α,17β)-estra-1,3,5(10)-trien-3,15,16,17-tetrol